(3-((3S,4S)-4-amino-3-methyl-2-oxa-8-azaspiro[4.5]dec-8-yl)-6-(((S)-6a,7,8,9-tetrahydro-6H-pyrido[3,2-b]pyrrolo[1,2-d][1,4]oxazin-4-yl)thio)pyrazin-2-yl)methanoic acid N[C@@H]1[C@@H](OCC12CCN(CC2)C=2C(=NC(=CN2)SC2=CC=NC1=C2OC[C@H]2N1CCC2)C(=O)O)C